catechol-amine C1(O)=C(O)C(=CC=C1)N